N1=CC(=CC=C1)CNC1CCCC=2C3=CC(=CC=C3NC12)C=1C=C2CNC(C2=CC1)=O 5-(1-((pyridin-3-ylmethyl)amino)-2,3,4,9-tetrahydro-1H-carbazol-6-yl)isoindolin-1-one